2,4,6-trimethyl-benzoyl-bis(p-tolyl)phosphine oxide CC1=C(C(=O)P(C2=CC=C(C=C2)C)(C2=CC=C(C=C2)C)=O)C(=CC(=C1)C)C